2-chloro-1-(6-(5-(2-methoxyquinolin-6-yl)pyridin-3-yl)-2,6-diazaspiro[3.3]heptane-2-yl)ethan-1-one ClCC(=O)N1CC2(C1)CN(C2)C=2C=NC=C(C2)C=2C=C1C=CC(=NC1=CC2)OC